[6-(2-fluorophenyl)-7aH-cyclopenta[b]pyridin-4-yl] trifluoromethanesulfonate FC(S(=O)(=O)OC=1C=2C(N=CC1)C=C(C2)C2=C(C=CC=C2)F)(F)F